CC1(CN(C=N1)C(C)=O)C 1-(5,5-dimethyl-4H-imidazol-3-yl)ethanone